(R)-(-)-3-(carbamoylmethyl)-5-methylhexanoic acid amide C(N)(=O)CC(CC(=O)N)CC(C)C